(((3S,5R)-3,5-dimethylpiperazine-1-yl)methyl)-5-formyl-1-isopropyl-1H-pyrrolo[3,2-b]pyridine-3-carboxamide C[C@H]1CN(C[C@H](N1)C)CC1=C(C2=NC(=CC=C2N1C(C)C)C=O)C(=O)N